tert-Butyl (S)-3-(trifluoromethyl)piperazine-1-carboxylate FC([C@@H]1CN(CCN1)C(=O)OC(C)(C)C)(F)F